((1s,3s)-3-(2-acetyl-4,6-difluorophenoxy)cyclobutyl)carbamic acid tert-butyl ester C(C)(C)(C)OC(NC1CC(C1)OC1=C(C=C(C=C1F)F)C(C)=O)=O